ClC=1C=C(C=C2CCN(CC12)C)NC1=NC=C(C(=N1)NC1=NC(=CC=C1)N1C(OCC1)=O)C#N 2-[(8-chloro-2-methyl-3,4-dihydro-1H-isoquinolin-6-yl)amino]-4-[[6-(2-oxooxazolidin-3-yl)-2-pyridyl]amino]pyrimidine-5-carbonitrile